6,7-difluoro-4-[3-(6-methyl-3-pyridyl)-7,8-dihydro-5H-1,6-naphthyridin-6-yl]quinazoline FC=1C=C2C(=NC=NC2=CC1F)N1CC=2C=C(C=NC2CC1)C=1C=NC(=CC1)C